Ethyl 7-[3-(bromomethyl)-1,5-dimethyl-1H-pyrazol-4-yl]-6-chloro-1-[4-(methylamino)butyl]-3-[3-(naphthalen-1-yloxy)propyl]-1H-indole-2-carboxylate-hydrochloric Acid Salt Cl.BrCC1=NN(C(=C1C=1C(=CC=C2C(=C(N(C12)CCCCNC)C(=O)OCC)CCCOC1=CC=CC2=CC=CC=C12)Cl)C)C